OC1=CC2=C(SC(=C2)C(CCC(=O)OCC)=O)C=C1OC Ethyl 4-(5-hydroxy-6-methoxybenzo[b]thiophen-2-yl)-4-oxobutanoate